NCCOCCNC(C1=C(C=C(C=C1)NC=1C=2N(C=CN1)C(=CN2)C2=C(C=C(C(=C2)Cl)OC)F)CC)=O N-[2-(2-amino-ethoxy)ethyl]-4-[[3-(5-chloro-2-fluoro-4-methoxy-phenyl)imidazo[1,2-a]pyrazin-8-yl]amino]-2-ethyl-benzamide